COC1=CC=C2C3=C(N(C2=C1)CCCCN)C=NC=C3 7-methoxy-9H-pyrido[3,4-b]indole-9-butylamine